N-CYCLOHEXYL-2-(4-FORMYLPHENOXY)ACETAMIDE C1(CCCCC1)NC(COC1=CC=C(C=C1)C=O)=O